(R)-2-(2,2-difluorocyclopropane-1-carboxamido)-4-((2-methoxy-3-(1-methyl-1H-pyrazol-3-yl)phenyl)amino)pyrimidine-5-carboxamide FC1([C@H](C1)C(=O)NC1=NC=C(C(=N1)NC1=C(C(=CC=C1)C1=NN(C=C1)C)OC)C(=O)N)F